Racemic-5-[[2-[(2R,5S)-5-methyl-2-(1H-pyrazol-4-yl)-1-piperidyl]-2-oxo-acetyl]amino]pyridine-3-carboxamide C[C@H]1CC[C@@H](N(C1)C(C(=O)NC=1C=C(C=NC1)C(=O)N)=O)C=1C=NNC1 |r|